OCC(CCC1CC2C(C[C@H](OC2=CC1)C1=CCCC=C1)=O)C (2S)-6-[(E)-3-hydroxymethyl-butyl]-3',4',5,7-tetrahydro-dihydroflavone